2-(4-bromo-1'-(1H-indazole-5-carbonyl)-2-oxospiro[indoline-3,4'-piperidin]-1-yl)-N-phenylacetamide BrC1=C2C(=CC=C1)N(C(C21CCN(CC1)C(=O)C=1C=C2C=NNC2=CC1)=O)CC(=O)NC1=CC=CC=C1